C(C)(=O)N(C1=CC=C(N\C(=C\2/C(NC3=CC(=CC=C23)C(=O)OC)=O)\C2=CC=CC=C2)C=C1)CC(=O)N(C)C Methyl (3Z)-3-[[4-[acetyl-[2-(dimethylamino)-2-oxoethyl]amino]anilino]-phenylmethylidene]-2-oxo-1H-indole-6-carboxylate